C1(=CC=CC=C1)C1=CC=2C(=NC=CN2)S1 6-phenylthieno[2,3-b]pyrazine